COC(CCCCCCC\C=C/C\C=C/CCCCC)=O.C(CCCCCCC\C=C/C\C=C/CCCCC)(=O)OC Methyl linoleate Methyl-linoleate